2-methyl-3-(4-propylphenyl)propionic acid CC(C(=O)O)CC1=CC=C(C=C1)CCC